[O-]OOOOOOOOOO[O-].[K+].[K+] potassium dodecoxide